lactoyl-tetrahydropterin C(C(O)C)(=O)NC1=NC=2NCCNC2C(N1)=O